3-(4-bromo-3-fluoro-phenylcarbamoyl)-bicyclo[1.1.1]pentane-1-carboxylic acid BrC1=C(C=C(C=C1)NC(=O)C12CC(C1)(C2)C(=O)O)F